(R)-N-((1R)-1-((2S)-2-(azidomethyl)-5-fluoro-2-methyl-2,3-dihydrobenzofuran-7-yl)ethyl)-2-methylpropan-2-sulfinamide N(=[N+]=[N-])C[C@]1(OC2=C(C1)C=C(C=C2[C@@H](C)N[S@](=O)C(C)(C)C)F)C